1-[(6aR)-4-chloro-3-(2-chloro-6-hydroxyphenyl)-1-(prop-1-yn-1-yl)-6a,7,9,10-tetrahydro-12H-pyrazino[2,1-c]pyrido[3,4-f][1,4]oxazepin-8(6H)-yl]prop-2-en-1-one ClC1=C(N=C(C=2CN3[C@@H](COC21)CN(CC3)C(C=C)=O)C#CC)C3=C(C=CC=C3O)Cl